butyl 2-(4-amino-8-methoxy-9H-pyrimido[4,5-b]indol-9-yl)acetate NC1=NC=NC=2N(C3=C(C=CC=C3C21)OC)CC(=O)OCCCC